5-chloro-N-{2,4-difluoro-3-[5-fluoro-2-(piperidin-4-ylamino)quinazolin-6-yl]phenyl}-3-hydroxy-2,3-dihydro-1-benzofuran-7-sulfonamide ClC=1C=C(C2=C(C(CO2)O)C1)S(=O)(=O)NC1=C(C(=C(C=C1)F)C=1C(=C2C=NC(=NC2=CC1)NC1CCNCC1)F)F